1-din-propylamino-3-methylenepent-4-ene C(CC)N(CCC(C=C)=C)CCC